(S)-2-Amino-2-(4,4-difluorocyclohexyl)-N-(4-(((S)-2-oxo-4-(trifluoromethyl)imidazolidin-1-yl)methyl)pyridin-2-yl)acetamide HCl salt Cl.N[C@H](C(=O)NC1=NC=CC(=C1)CN1C(N[C@@H](C1)C(F)(F)F)=O)C1CCC(CC1)(F)F